CC1=NN(C(=C1)C)CCN(CC[C@@H](C(=O)O)NC1=NC=C(N=C1)C1=CC=CC=C1)CCCCC1=NC=2NCCCC2C=C1 (S)-4-((2-(3,5-dimethyl-1H-pyrazol-1-yl)ethyl)(4-(5,6,7,8-tetrahydro-1,8-naphthyridin-2-yl)butyl)amino)-2-((5-phenylpyrazin-2-yl)amino)butanoic acid